(1R or S)-2-{3-[(1R)-1-aminoethyl]-2-fluorophenyl}-1-cyclopropyl-2,2-difluoroethan-1-ol N[C@H](C)C=1C(=C(C=CC1)C([C@H](O)C1CC1)(F)F)F |o1:10|